N-undecylacrylamide C(CCCCCCCCCC)NC(C=C)=O